C(/C1=CC=CC=C1)=N\N(C)CC1=C(C(=O)OC)C=CC=C1[N+](=O)[O-] methyl (E)-2-((2-benzylidene-1-methylhydrazino) methyl)-3-nitrobenzoate